1-(4-chloro-3-fluorophenyl)-5-(chloromethyl)-3-methyl-1,2,4-triazole ClC1=C(C=C(C=C1)N1N=C(N=C1CCl)C)F